CC1=C(OC2=C1C=CC=C2)C(=O)N2CCN(CC2)C2=NC1=CC=CC=C1C(N2)=O 2-[4-(3-Methylbenzofuran-2-carbonyl)piperazin-1-yl]-3H-quinazolin-4-one